C1(=CC=CC=C1)C(C)(O)C=1N=NN(C1)C1=CC(=C(C(=C1)F)C1=C(C=CC=C1)F)F 1-phenyl-1-(1-(2,2',6-trifluoro-[1,1'-biphenyl]-4-yl)-1H-1,2,3-triazol-4-yl)ethan-1-ol